tert-butyl (5R)-6-chloro-5-hydroxy-3-oxohexanoate ClC[C@@H](CC(CC(=O)OC(C)(C)C)=O)O